potassium perfluorohexyl ethyl xanthate O(C(=S)SCC)C(C(C(C(C(C(F)(F)F)(F)F)(F)F)(F)F)(F)F)(F)F.[K]